3,6-bis-2-pyridyl-1,2,4,5-tetrazine N1=C(C=CC=C1)C=1N=NC(=NN1)C1=NC=CC=C1